4-[3-chloro-6-fluoro-2-[2-(1-methylindazol-3-yl)ethyl]phenyl]-5-hydroxy-2,6-dimethyl-pyridazin-3-one ClC=1C(=C(C(=CC1)F)C=1C(N(N=C(C1O)C)C)=O)CCC1=NN(C2=CC=CC=C12)C